tert-Butyl (S)-2-((((1R,2R)-2-((4-methylphenyl)sulfonamido)-1,2-diphenylethyl)amino) methyl)pyrrolidine-1-carboxylate CC1=CC=C(C=C1)S(=O)(=O)N[C@@H]([C@@H](C1=CC=CC=C1)NC[C@H]1N(CCC1)C(=O)OC(C)(C)C)C1=CC=CC=C1